Cis-7-cyclopropoxy-N-(1-(2-fluorocyclopropyl)-2-oxo-1,2-dihydropyridin-3-yl)-2-(1-methyl-2-oxabicyclo[2.1.1]hexan-4-yl)imidazo[1,2-a]pyridine-6-carboxamide C1(CC1)OC1=CC=2N(C=C1C(=O)NC=1C(N(C=CC1)C1C(C1)F)=O)C=C(N2)[C@@]21CO[C@@](C2)(C1)C